L-(+)-Tartarate C([C@H](O)[C@@H](O)C(=O)[O-])(=O)[O-]